C(C)(=O)OC1=NC=2C(=C3C(=NC2)N(C=C3)S(=O)(=O)CC3=CC=CC=C3)N1N1CC(C1)NC(=O)OC(C)(C)C 1-(1-(3-((tert-butoxycarbonyl) amino) azetidin-1-yl)-6-toluenesulfonyl-1,6-dihydroimidazo[4,5-d]pyrrolo[2,3-b]pyridin-2-yl) acetate